4'-chloro-10'-(1-(2-chloroethyl)piperidin-4-yl)-5'H-spiro[cyclohexane-1,7'-indolo[1,2-a]quinazolin]-5'-one ClC=1C=2C(N=C3N(C2C=CC1)C1=CC(=CC=C1C31CCCCC1)C1CCN(CC1)CCCl)=O